C(C)OC(CCC(=O)C1=NC(=CC(=C1O)C#N)CC1=CC=C(C=C1)F)=O 4-[4-Cyano-3-hydroxy-6-(4-fluoro-benzyl)-pyridin-2-yl]-4-oxo-butyric acid ethyl ester